C(C)(C)C1=C(NC2=CC=C(C=C12)C1CCC(CC1)NCC(=O)N(C)C)C1=CN(C(C(=C1C)C)=O)C 2-((4-(3-Isopropyl-2-(1,4,5-trimethyl-6-oxo-1,6-dihydropyridin-3-yl)-1H-indol-5-yl)cyclohexyl)amino)-N,N-dimethylacetamid